6-methoxynaphthalen COC=1C=C2C=CC=CC2=CC1